5-amino-1-(2-((2-(((S)-1-(3-chloro-2-fluorophenyl)-3-(dimethylamino)propyl)amino)-2-oxoethyl)((R)-1-hydroxypropan-2-yl)amino)-2-oxoethyl)-1H-indazole-3-carboxamide NC=1C=C2C(=NN(C2=CC1)CC(=O)N([C@@H](CO)C)CC(=O)N[C@@H](CCN(C)C)C1=C(C(=CC=C1)Cl)F)C(=O)N